CN1C(SC2=C1C=CC(=C2)C=2C=NC=C(C2)N2CC1(C2)CCN(CC1)C(=O)C=1C=NN(C1)C)=O 3-methyl-6-(5-(7-(1-methyl-1H-pyrazole-4-carbonyl)-2,7-diazaspiro[3.5]nonane-2-yl)pyridin-3-yl)benzo[d]thiazol-2(3H)-one